CC=1C(=NC(=C(C1)[N+](=O)[O-])NC1=CC=NC=C1)N1CCN(CC1)C(=O)OC(C)(C)C Tert-butyl 4-[3-methyl-5-nitro-6-(4-pyridinylamino)-2-pyridyl]Piperazine-1-carboxylate